TRIS(2,4-DI-T-BUTYLPHENYL)PHOSPHITE C(C)(C)(C)C1=C(C=CC(=C1)C(C)(C)C)OP(OC1=C(C=C(C=C1)C(C)(C)C)C(C)(C)C)OC1=C(C=C(C=C1)C(C)(C)C)C(C)(C)C